CN(C1(CCC2(CN(C(N2CC2(CCC2)O)=O)C=2C=NC=NC2)CC1)C1=CC=CC=C1)C cis-8-dimethylamino-1-[(1-hydroxy-cyclobutyl)-methyl]-8-phenyl-3-pyrimidin-5-yl-1,3-diazaspiro[4.5]decan-2-one